O=C1[C@@H]2N(C3=C(CN1)C=C(C=N3)C(F)(F)F)CCN(C2)C(=O)OC(C)(C)C tert-Butyl (R)-7-oxo-3-(trifluoromethyl)-6,7,7a,8,10,11-hexahydropyrazino[1,2-a]pyrido[3,2-f][1,4]diazepine-9(5H)-carboxylate